C[C@@H]1COC[C@@H](N1CC=1N(C2=CC(=CC=C2C(C1)=O)C1=NC(=NC=C1F)N[C@H]1[C@@H](COCC1)O)C(C)C)C 2-(((3R,5S)-3,5-dimethylmorpholino)methyl)-7-(5-fluoro-2-(((3S,4R)-3-hydroxytetrahydro-2H-pyran-4-yl)amino)pyrimidin-4-yl)-1-isopropylquinolin-4(1H)-one